N-[3-[2-(difluoromethoxy)-5-[3-(3-hydroxy-1-methyl-azetidin-3-yl)-5-(trifluoromethyl)phenoxy]phenyl]-1-methyl-pyrazol-4-yl]pyrazolo[1,5-a]pyrimidine-3-carboxamide FC(OC1=C(C=C(C=C1)OC1=CC(=CC(=C1)C(F)(F)F)C1(CN(C1)C)O)C1=NN(C=C1NC(=O)C=1C=NN2C1N=CC=C2)C)F